1-(2-chlorophenyl)methanesulfonamide ClC1=C(C=CC=C1)CS(=O)(=O)N